C(C)OC(=O)C1=CC=C(C2=NC3=CC=CC=C3C(=C12)C1=C(C=CC=C1)F)F ethoxycarbonyl-9-(o-fluorophenyl)-4-fluoroacridine